O=C1CC=2C(=NC=C(C2)B(O)O)N1 (2-oxo-2,3-dihydro-1H-pyrrolo[2,3-b]pyridin-5-yl)boronic acid